[Cl-].[Cl-].C1=CCCC=CCC1 (1,5-cyclooctadiene) dichloride